ClC1=C(C=C(C=C1)C1=CC(=NO1)C1=C(C(=NN1C)OS(=O)(=O)C(C(F)(F)F)(C(F)(F)F)F)C(F)(F)F)C(NC1(CC1)C#N)=O [5-[5-[4-chloro-3-[(1-cyanocyclopropyl)carbamoyl] phenyl]isoxazol-3-yl]-1-methyl-4-(trifluoromethyl)pyrazol-3-yl]1,1,1,2,3,3,3-heptafluoropropane-2-sulfonate